(2S)-2-{[(1S,2S,3S,6R,7R,8R,10S)-9,9-difluoro-4-azatetracyclo[5.3.1.0^{2,6}.0^{8,10}]undecan-3-yl]formamido}-3-[(3S)-2-oxopyrrolidin-3-yl]propanamide hydrochloride Cl.FC1([C@@H]2[C@H]3[C@H]4CN[C@@H]([C@H]4[C@@H]([C@H]12)C3)C(=O)N[C@H](C(=O)N)C[C@H]3C(NCC3)=O)F